C1(=CC=CC=C1)N(C1=CC=C(C=C1)C1=CC=CC=C1)C1=CC=CC=C1 4-(diphenylamino)biphenyl